naphthyl-succinimide dibromide [Br-].[Br-].C1(=CC=CC2=CC=CC=C12)C1C(=O)NC(C1)=O